C(C)(=O)OC[C@@H]1O[C@@H](CCC1)OCCCBr (2R,3R,4S,5S,6S)-2-(Acetoxymethyl)-6-(3-bromopropyloxy)tetrahydro-2H-pyran